[Si](C)(C)(C(C)(C)C)OCC(C1CC1)C=1C=C(C=CC1)CO (3-(2-((tert-butyldimethylsilyl)oxy)-1-cyclopropylethyl)phenyl)methanol